3-(5-(difluoromethyl)-1,3,4-thiadiazol-2-yl)-8-(4-isopropylpiperazin-1-yl)-N-(1-methylcyclopropyl)-[1,2,4]triazolo[4,3-a]pyridine-6-sulfonamide FC(C1=NN=C(S1)C1=NN=C2N1C=C(C=C2N2CCN(CC2)C(C)C)S(=O)(=O)NC2(CC2)C)F